N-hydroxy-4-(3-(2-methoxyphenyl)acryloyl)benzamide ONC(C1=CC=C(C=C1)C(C=CC1=C(C=CC=C1)OC)=O)=O